benzyl-4-(pyrrolidin-1-yl)-1,2,3,6-tetrahydropyridine C(C1=CC=CC=C1)N1CCC(=CC1)N1CCCC1